(2R,3S,4R,5R)-5-cyano-2-((2-cyclobutylacetoxy)methyl)-5-(4-hexanamidopyrrolo[2,1-f][1,2,4]triazin-7-yl)-4-hydroxytetrahydrofuran-3-yl (S)-2-amino-3,3-dimethylbutanoate N[C@H](C(=O)O[C@@H]1[C@H](O[C@]([C@@H]1O)(C1=CC=C2C(=NC=NN21)NC(CCCCC)=O)C#N)COC(CC2CCC2)=O)C(C)(C)C